N-[3-[5-cyclopropylsulfanyl-2-(difluoromethoxy)phenyl]-1H-pyrazol-4-yl]pyrazolo[1,5-a]pyrimidine-3-carboxamide C1(CC1)SC=1C=CC(=C(C1)C1=NNC=C1NC(=O)C=1C=NN2C1N=CC=C2)OC(F)F